5-((4-((4-fluorobenzyl)amino)-5-methylpyrimidin-2-yl)amino)benzo[c][1,2]oxaborol-1(3H)-ol FC1=CC=C(CNC2=NC(=NC=C2C)NC2=CC3=C(B(OC3)O)C=C2)C=C1